tert-butyl (3-(2-fluoro-4-methoxy-5-nitrophenyl)prop-2-yn-1-yl)carbamate FC1=C(C=C(C(=C1)OC)[N+](=O)[O-])C#CCNC(OC(C)(C)C)=O